ClC1=C(C=C(N=N1)N[C@H]1CN(CCC1)CCN1CC(CC1)O)C 1-(2-((R)-3-((6-chloro-5-methylpyridazin-3-yl)amino)piperidin-1-yl)ethyl)pyrrolidin-3-ol